N1CCC(CC1)NC1=CC=CC(=N1)C(=O)N 6-(piperidin-4-ylamino)picolinamide